C(#N)C1=C(C=NC=C1)C(C(=O)NC1CCC(CC1)(F)F)N(C(=O)[C@@H]1N(C[C@@H](C1)OC)C(=O)OC(C)(C)C)C1=CC=C(C=C1)S(F)(F)(F)(F)F tert-butyl (2R,4R)-2-[[1-(4-cyano-3-pyridyl)-2-[(4,4-difluorocyclohexyl)amino]-2-oxo-ethyl]-[4-(pentafluoro-λ6-sulfanyl)phenyl]carbamoyl]-4-methoxy-pyrrolidine-1-carboxylate